S1CCN2C(N=CC3=CC=CC1=C23)=O 2H-[1,4]thiazino[2,3,4-ij]quinazolin-5(3H)-one